ClC=1C(=C(C=CC1)NC1=C(NC2=C1C(NCC2)=O)C2=CC=NC1=CC=C(N=C21)NCCOC)OC 3-[(3-chloro-2-methoxyphenyl)amino]-2-[6-[(2-methoxyethyl)amino]-1,5-naphthyridin-4-yl]-1h,5h,6h,7h-pyrrolo[3,2-c]pyridin-4-one